2-bromo-4-(2,3-dichloro-6-methoxyphenyl)pyridine BrC1=NC=CC(=C1)C1=C(C(=CC=C1OC)Cl)Cl